C1=CC(=CC=C1[C@@H]2[C@H](C(=O)C3=C(C=C(C=C3O2)O)O)O)O (+)-Aromadendrin